CS(=O)(=O)N1CC(CCCC1)N1C=NC2=C1C=C(C=C2)C2=CC=NC=C2 1-(1-(methylsulfonyl)azepan-3-yl)-6-(pyridin-4-yl)-1H-benzo[d]imidazole